NC1CC2CCC(C1)N2C2=C1C(=NC=C2)N(C(=N1)C1=CC(=C(C#N)C=C1)F)C1=CC=C(C=C1)C 4-(7-(3-amino-8-azabicyclo[3.2.1]oct-8-yl)-3-(p-tolyl)-3H-imidazo[4,5-b]pyridin-2-yl)-2-fluorobenzonitrile